ClC1=NC=C(C(=N1)NCC=1C(=NC=CC1)OC)C(=O)N 2-chloro-4-(((2-methoxypyridin-3-yl)methyl)amino)pyrimidin-5-carboxamide